(4S,5S)-5-Methyloctan-4-ol C[C@H]([C@H](CCC)O)CCC